BrC1=CC=C2C(=NN(C2=C1F)C)N(CCC(=O)OCC)C(N)=O ethyl 3-[(6-bromo-7-fluoro-1-methyl-indazol-3-yl)-carbamoyl-amino]propanoate